C(=O)O.C1(=CC=CC=C1)OC1=CC=CC=C1 Diphenyl Ether Formate